1,15-difluoro-8,8-bis((2-(2-fluoroethoxy)ethoxy)methyl)-3,6,10,13-tetraoxapentadecane FCCOCCOCC(COCCOCCF)(COCCOCCF)COCCOCCF